(3S,5R)-5-[2,3-dichloro-6-(methoxymethoxy)phenyl]-1-(4-methylbenzenesulfonyl)pyrrolidine-3-carboxylic acid ethyl ester C(C)OC(=O)[C@@H]1CN([C@H](C1)C1=C(C(=CC=C1OCOC)Cl)Cl)S(=O)(=O)C1=CC=C(C=C1)C